[C].O[C@H]1[C@H](O)[C@@H](O)[C@H](O)[C@H](O1)CO beta-glucose carbon